3-(4-chlorophenyl)-4-hydroxybutyric acid ClC1=CC=C(C=C1)C(CC(=O)O)CO